5-(Ethylthio)-N-(1-(methylsulfonyl)piperidin-4-yl)-6-(1H-pyrazol-4-yl)-[1,2,4]triazolo[1,5-a]pyrazin-2-amine C(C)SC1=C(N=CC=2N1N=C(N2)NC2CCN(CC2)S(=O)(=O)C)C=2C=NNC2